2-((4-(7-((1-((1,4-diazepan-1-yl)sulfonyl)-1,2,3,6-tetrahydropyridin-4-yl)methyl)-2,7-diazaspiro[3.5]nonan-2-yl)pyrimidin-5-yl)oxy)-5-fluoro-N,N-diisopropylbenzamide hydrochloride Cl.N1(CCNCCC1)S(=O)(=O)N1CCC(=CC1)CN1CCC2(CN(C2)C2=NC=NC=C2OC2=C(C(=O)N(C(C)C)C(C)C)C=C(C=C2)F)CC1